C(C)C=1N=C(NC(C1F)=O)C=1C(=C(CNC(C(C)C)=O)C=CC1C(F)(F)F)F N-[3-(4-ethyl-5-fluoro-6-oxo-1,6-dihydropyrimidin-2-yl)-2-fluoro-4-(trifluoromethyl)benzyl]isobutyramide